FC1=C(C=CC2=C1NC(=N2)C2=C(C=1C(NC2=O)=CN(N1)C)NC(C)C1=NC=CC=N1)N1CCCCC1 6-(7-fluoro-6-(piperidin-1-yl)-1H-benzo[d]imidazol-2-yl)-2-methyl-7-((1-(pyrimidin-2-yl)ethyl)amino)-2H-pyrazolo[4,3-b]pyridin-5(4H)-one